BrC=1N=C(SC1)[C@@H]1C[C@@H](N(S(N1)(=O)=O)C)C(=O)NC1=CC(=C(C=C1)F)Cl Cis-5-(4-Bromothiazol-2-yl)-N-(3-chloro-4-fluorophenyl)-2-methyl-1,2,6-thiadiazinane-3-carboxamide 1,1-dioxide